(S)-10-((5-chloro-2-((S)-3-ethylpiperidin-1-yl)pyrimidin-4-yl)amino)-2-cyclopropyl-3,3-difluoro-7-methyl-1,2,3,4-tetrahydro-[1,4]oxazepino[2,3-c]quinolin-6(7H)-one ClC=1C(=NC(=NC1)N1C[C@H](CCC1)CC)NC1=CC=2C3=C(C(N(C2C=C1)C)=O)OCC([C@@H](N3)C3CC3)(F)F